N-(2,4-difluoro-5-(4,4,5,5-tetramethyl-1,3,2-dioxaborolan-2-yl)phenyl)acrylamide FC1=C(C=C(C(=C1)F)B1OC(C(O1)(C)C)(C)C)NC(C=C)=O